(3R)-3-(2-(4-ethyl-2,3-dioxopiperazine-1-carboxamido)-2-(3-(phosphonomethyl)phenyl)acetamido)-2-hydroxy-3,4-dihydro-2H-benzo[e][1,2]oxaborinine-8-carboxylic acid C(C)N1C(C(N(CC1)C(=O)NC(C(=O)N[C@@H]1B(OC2=C(C1)C=CC=C2C(=O)O)O)C2=CC(=CC=C2)CP(=O)(O)O)=O)=O